N1(CCOCC1)C1=CC=CC(=N1)N1S(CCC1)(=O)=O 2-[6-(morpholin-4-yl)pyridin-2-yl]-1lambda6,2-thiazolidine-1,1-dione